ethyl 2-(2-(4,4-difluorocyclohexyl)thiazole-4-yl)acetate FC1(CCC(CC1)C=1SC=C(N1)CC(=O)OCC)F